2-cyclopropyl-N-(5-(6-(3-methoxy-4-(methylsulfonyl)phenyl)pyrazin-2-yl)thiophen-3-yl)acetamide C1(CC1)CC(=O)NC1=CSC(=C1)C1=NC(=CN=C1)C1=CC(=C(C=C1)S(=O)(=O)C)OC